1,5-dimethylpyrazole-3-formic acid CN1N=C(C=C1C)C(=O)O